C(C)(C)(C)OC(=O)N[C@@H](C(=O)N1[C@@H](C[C@H](C1)O)C(=O)OC)CC1=CC=C(C=C1)C(F)(F)F methyl (2S,4R)-1-((R)-2-((tert-butoxycarbonyl)amino)-3-(4-(trifluoromethyl)-phenyl)propanoyl)-4-hydroxypyrrolidine-2-carboxylate